(2R,3R,4R,5S)-2-((4-(hydroxymethyl)-1H-1,2,3-triazol-1-yl)methyl)-5-((4-(trifluoromethyl)pyrimidin-2-yl)amino)tetrahydro-2H-pyran-3,4-diol OCC=1N=NN(C1)C[C@H]1OC[C@@H]([C@H]([C@H]1O)O)NC1=NC=CC(=N1)C(F)(F)F